Pyrazole-3,5-dicarboxylic acid dimethyl ester COC(=O)C1=NNC(=C1)C(=O)OC